2-(6-((2S,5R)-2,5-diethylpiperazin-1-yl)-3,9-dimethyl-2-oxo-3,9-dihydro-2H-purin-8-yl)acetonitrile C(C)[C@@H]1N(C[C@H](NC1)CC)C=1C=2N=C(N(C2N(C(N1)=O)C)C)CC#N